ClC=1C(=NNC1Cl)C1=NC(=NC(=C1)N1CC(C1)NC)N 4-(4,5-dichloro-1H-pyrazol-3-yl)-6-(3-(methylamino)azetidin-1-yl)pyrimidin-2-amine